FC1=C(C(=CC=C1)F)C(C)N1C2=C(OCC1=O)C=CC(=C2)C(=O)NO 4-(1-(2,6-difluorophenyl)ethyl)-N-hydroxy-3-oxo-3,4-dihydro-2H-benzo[b][1,4]oxazine-6-carboxamide